N-(3-(5-thioxo-4,5-dihydro-1H-tetrazol-1-yl)propyl)acetamide S=C1NN=NN1CCCNC(C)=O